BrC=1C=CC(=NC1C)C(=O)OC methyl 5-bromo-6-methyl-pyridine-2-carboxylate